6-Chloro-9-cyclopropylmethyl-1-methyl-8-(1-pyridin-3-ylmethyl-1H-pyrazol-4-yl)-9H-pyrido[3,4-b]indole ClC=1C=C2C3=C(N(C2=C(C1)C=1C=NN(C1)CC=1C=NC=CC1)CC1CC1)C(=NC=C3)C